OC1=C(C=C(C=C1)/C=C/C(=O)O)OC (E)-3-(4-hydroxy-3-methoxyphenyl)prop-2-enoic acid